5,6-bis(4-methoxyphenyl)-4-(methylthio)-2-oxo-2H-pyran-3-carbonitrile COC1=CC=C(C=C1)C=1C(=C(C(OC1C1=CC=C(C=C1)OC)=O)C#N)SC